C(C)(C)(C)OC1=NC(=NC2=C(C(=C(C=C12)C1CC1)C=1C2=CN(N=C2C=C(C1C)F)C(C1=CC=CC=C1)(C1=CC=CC=C1)C1=CC=CC=C1)OCC1=CC=C(C(=O)O)C=C1)OC[C@H](C)OC 4-[({4-tert-Butoxy-6-cyclopropyl-7-[6-fluoro-5-methyl-2-(triphenylmethyl)-2H-indazol-4-yl]-2-[(2S)-2-methoxypropoxy]quinazoline-8-yl}oxy)methyl]benzoic acid